Cl.N[C@@H](C(=O)N)C1CCC1 (R)-2-amino-2-cyclobutylacetamide hydrochloride